N6,N6-Dimethyladenosin CN(C=1C=2N=CN([C@H]3[C@H](O)[C@H](O)[C@@H](CO)O3)C2N=CN1)C